tert-butyl 3-(2-(5-(3-((5-cyano-4-(4-fluorophenyl)thiazol-2-yl)(methyl)amino)-2-ethylimidazo[1,2-a]pyridin-6-yl)pyrimidin-2-yl)acetamido)azetidine-1-carboxylate C(#N)C1=C(N=C(S1)N(C1=C(N=C2N1C=C(C=C2)C=2C=NC(=NC2)CC(=O)NC2CN(C2)C(=O)OC(C)(C)C)CC)C)C2=CC=C(C=C2)F